2-(6-{5-chloro-2-[(oxacyclohex-4-yl)amino]pyrimidin-4-yl}-1-oxo-2,3-dihydro-1H-isoindol-2-yl)-N-[(1R)-2-hydroxy-1-(1,3-thiazol-2-yl)ethyl]acetamide p-methoxybenzyl-carbonate COC1=CC=C(COC(O)=O)C=C1.ClC=1C(=NC(=NC1)NC1CCOCC1)C1=CC=C2CN(C(C2=C1)=O)CC(=O)N[C@H](CO)C=1SC=CN1